N(=NC(C(=O)NCCCC)(C)C)C(C(=O)NCCCC)(C)C 2,2'-Azobis[N-butyl-2-methylpropionamide]